FC(C1=C(C(=CC(=C1)N)C(F)(F)F)NC1=CC=C(C=C1)N)(F)F N-(2,6-bis(trifluoromethyl)-4-aminophenyl)-1,4-phenylenediamine